C(C=C)(=O)N1CC(CC1)C1=C(C2=C(N=CN=C2N)N1C)C1=CC=C(C=C1)C1CCC(N1)=O 5-(4-(6-(1-acryloylpyrrolidin-3-yl)-4-amino-7-methyl-7H-pyrrolo[2,3-d]pyrimidin-5-yl)phenyl)pyrrolidin-2-one